tert-butyl 4-(2-(2-fluoro-4-(methylcarbamoyl)phenyl)benzo[d]imidazo[2,1-b]thiazole-7-carboxamido)piperidine-1-carboxylate FC1=C(C=CC(=C1)C(NC)=O)C=1N=C2SC3=C(N2C1)C=CC(=C3)C(=O)NC3CCN(CC3)C(=O)OC(C)(C)C